1-((1S,3aR,14bS)-2-Methoxy-1,5,6,8,9,14b-hexahydro-4H-cyclopenta(a)(1,3)dioxolo(4,5-h)pyrrolo(2,1-b)(3)benzazepin-1-yl) 4-methyl (2R)-2-hydroxy-2-(4-hydroxy-4-methylpentyl)butanedioate O[C@@](C(=O)O[C@@H]1C(=C[C@@]23[C@@H]1C1=C(CCN2CCC3)C=C3C(=C1)OCO3)OC)(CC(=O)OC)CCCC(C)(C)O